ClC1=CC=C(C(=N1)C#N)N[C@H](C)C=1C=C(C=C2C(C(=C(OC12)SCC)I)=O)C 6-chloro-3-[[(1R)-1-(2-ethylsulfanyl-3-iodo-6-methyl-4-oxo-chromen-8-yl)ethyl]amino]pyridine-2-carbonitrile